(1R,SR)-1'-(3-(3,4-dihydro-1,5-naphthyridin-1(2H)-yl)-1H-pyrazolo[3,4-b]pyrazin-6-yl)spiro[bicyclo[3.1.0]hexane-3,4'-piperidin]-2-amine N1(CCCC2=NC=CC=C12)C1=NNC2=NC(=CN=C21)N2CCC1(CC2)[C@H]([C@@H]2CC2C1)N |&1:25|